5-((1H-pyrazol-1-yl)methyl)-N-((4-chloro-2,6-dimethoxyphenyl)sulfonyl)-6-methoxypicolinamide N1(N=CC=C1)CC=1C=CC(=NC1OC)C(=O)NS(=O)(=O)C1=C(C=C(C=C1OC)Cl)OC